N-(1-cyclohexyl-6-(6-(2-methoxyethoxy)pyridin-3-yl)-1H-pyrazolo[3,4-d]pyrimidin-4-yl)-5-nitrothiophene-2-carboxamide C1(CCCCC1)N1N=CC=2C1=NC(=NC2NC(=O)C=2SC(=CC2)[N+](=O)[O-])C=2C=NC(=CC2)OCCOC